tert-butyl 2-methylbenzoate CC1=C(C(=O)OC(C)(C)C)C=CC=C1